OC=1C(C(=C(C(C1I)=O)O)I)=O 2,5-dihydroxy-3,6-diiodobenzoquinone